2,2,2-trichloroethyl α-chloroacrylate ClC(C(=O)OCC(Cl)(Cl)Cl)=C